3-fluoro-4-[(5-{[2-fluoro-4-(trifluoromethyl)phenyl]amino}-4-methylpyridin-3-yl)methyl]pyridin-2-amine FC=1C(=NC=CC1CC=1C=NC=C(C1C)NC1=C(C=C(C=C1)C(F)(F)F)F)N